2-chloro-9-(6-hydroxyspiro[3.3]heptane-2-yl)-7,9-dihydro-8H-purin-8-one ClC1=NC=C2NC(N(C2=N1)C1CC2(C1)CC(C2)O)=O